Cl.F[C@H]1[C@@H](C1)N racemic-(trans)-2-fluorocyclopropylamine hydrochloride